(2S,3R)-3-amino-N-[3-(6-aminopyridazin-3-yl)prop-2-ynyl]-1-[3-cyano-6-methyl-4-(trifluoromethyl)-2-pyridyl]-N-(m-tolyl)pyrrolidine-2-carboxamide N[C@H]1[C@H](N(CC1)C1=NC(=CC(=C1C#N)C(F)(F)F)C)C(=O)N(C=1C=C(C=CC1)C)CC#CC=1N=NC(=CC1)N